5-isopentyl-1H-pyrazole-3-carboxylic acid ethyl ester C(C)OC(=O)C1=NNC(=C1)CCC(C)C